CC=1C(=C(N(N1)C)C(=O)O)I 5-methyl-4-iodo-2-methyl-pyrazole-3-carboxylic acid